C(C)(C)(C)OC(=O)N1CC2(C1)CC(C2)N2N=C(C(=C2C)C2=C1C=NN(C1=CC(=C2Cl)C)C2OCCCC2)Br 6-(3-bromo-4-(5-chloro-6-methyl-1-(tetrahydro-2H-pyran-2-yl)-1H-indazol-4-yl)-5-methyl-1H-pyrazol-1-yl)-2-azaspiro[3.3]heptane-2-carboxylic acid tert-butyl ester